2-amino-2-spiro[3.3]heptan-2-yl-ethanol NC(CO)C1CC2(C1)CCC2